O=C1N([Na])S(=O)(=O)C2=CC=CC=C12 Sodium saccharine